FC=1C=C(C=CC1F)NC(=O)NC1=CC(=CC(=C1)C(=O)C=1C=C2N=C(C=NC2=CC1)N1CCCC1)F 1-(3,4-difluorophenyl)-3-(3-fluoro-5-(3-(pyrrolidin-1-yl)quinoxaline-6-carbonyl)phenyl)urea